FC(C(=O)O)(F)F.NC1CN(C1)C(=O)C1CCC(CC1)N[C@@H]1C[C@@H](N(C2=CC=CC=C12)C(CC)=O)C 1-((2s,4r)-4-(((1r,4r)-4-(3-aminoazetidine-1-carbonyl)cyclohexyl)amino)-2-methyl-3,4-dihydroquinolin-1(2H)-yl)propan-1-one trifluoroacetate